COC=1C=C2CCN(CC2=CC1NC1=NC=C(C(=N1)NC1=C(C=CC=C1)SC(F)(F)F)C(=O)N)C 2-[(6-methoxy-2-methyl-1,2,3,4-tetrahydroisoquinolin-7-yl)amino]-4-({2-[(trifluoromethyl)sulfanyl]phenyl}amino)pyrimidine-5-carboxamide